CN1CCN(CC1)C1=CC=C(C=N1)NC=1N=CC2=C(N1)NC=C2C=2C=C1N=CC=NC1=CC2 N-(6-(4-Methylpiperazin-1-yl)pyridin-3-yl)-5-(quinoxalin-6-yl)-7H-pyrrolo[2,3-d]pyrimidin-2-amine